2-(4-allyl-2-bromo-6-fluorophenyl)propane-2-ol C(C=C)C1=CC(=C(C(=C1)F)C(C)(C)O)Br